C1(=CC=CC=C1)C1=NC2=C(C=C1)NC=C2B(O)O 5-PHENYL-1H-PYRROLO[2,3-E]PYRIDINE-3-BORONIC ACID